4-(4-(1-cyclopropyl-4-(trifluoromethyl)-1H-imidazol-2-yl)benzyl)-2-(4-cyclopropyl-6-methoxypyrimidin-5-yl)oxazolo[5,4-c]pyridine C1(CC1)N1C(=NC(=C1)C(F)(F)F)C1=CC=C(CC2=NC=CC3=C2OC(=N3)C=3C(=NC=NC3OC)C3CC3)C=C1